2-((3ar,5r,6as)-5-(2,4-difluorophenoxy)-3a-hydroxycyclopenta[c]pyrrol-2(1H)-yl)-1-(1-(tetrahydro-2H-pyran-2-yl)-1H-indazol-5-yl)ethan-1-one FC1=C(OC2=C[C@]3(C(CN(C3)CC(=O)C=3C=C4C=NN(C4=CC3)C3OCCCC3)=C2)O)C=CC(=C1)F